3-Benzyl-6-((1-methyl-1H-pyrazol-3-yl)methyl)-2,3,4,6-tetrahydropyrido[3,4-c][1,8]naphthyridine-5(1H)-one C(C1=CC=CC=C1)N1CC=2C(N(C=3N=CC=CC3C2CC1)CC1=NN(C=C1)C)=O